Cl.O[C@@H](C[N+](C)(C)C)CC([O-])=O L-carnitine hydrochloric acid salt